C(C1=CC(C(=O)[O-])=CC(C(=O)[O-])=C1)(=O)[O-].[Na+].[Na+].[Na+] trisodium trimesate